4-cyano-4-(phenylthiocarboxythio)valeric acid C(#N)C(CCC(=O)O)(C)SC(=SC1=CC=CC=C1)O